C(#N)C1=C(C(=NC=C1)NC1=C(N=NC(=C1)NC(=O)C1CC1)C(=O)NC([2H])([2H])[2H])OC 4-[(4-Cyano-3-methoxypyridin-2-yl)amino]-6-cyclopropanamido-N-(2H3)methylpyridazin-3-carboxamid